FC([C@@H](C)NC1=C(C=NC2=CC=CC=C12)N)(C)C N4-[(1R)-2-fluoro-1,2-dimethyl-propyl]quinoline-3,4-diamine